NC1=NNC2=CC=CC(=C12)C=1C=C2C=CC=C(C2=CC1)C(=O)NC1=NOC(=C1)C 6-(3-amino-1H-indazol-4-yl)-N-(5-methylisoxazol-3-yl)-1-naphthalenecarboxamide